4,4-difluorocyclohexyl-(methyl)-1-isopropyl-1H-imidazole-5-carboxamide FC1(CCC(CC1)C=1N=C(N(C1C(=O)N)C(C)C)C)F